N-ethyl-N-(2,2,2-trifluoro-1-(4-fluorophenyl)ethyl)imidazo[1,2-a]pyridine-3-sulfonamide C(C)N(S(=O)(=O)C1=CN=C2N1C=CC=C2)C(C(F)(F)F)C2=CC=C(C=C2)F